N-[3-chloro-4-(piperazine-1-carbonyl)phenyl]-5-[4-[1-[2-(difluoromethoxy)ethyl]-5-methyl-pyrazol-4-yl]-3-fluoro-2-methyl-phenyl]-1-methyl-imidazole-2-carboxamide ClC=1C=C(C=CC1C(=O)N1CCNCC1)NC(=O)C=1N(C(=CN1)C1=C(C(=C(C=C1)C=1C=NN(C1C)CCOC(F)F)F)C)C